NC1=C(C=C(C=N1)C=1C=C2N(N1)CCC21CN(CC1)C(=O)NC1(CCC1)C1=CC=CC=C1)C#N 2'-(6-amino-5-cyanopyridin-3-yl)-N-(1-phenylcyclobutyl)-5',6'-dihydrospiro[pyrrolidine-3,4'-pyrrolo[1,2-b]pyrazole]-1-carboxamide